O=C1NC(CCC1N1C(C2=CC=CC(=C2C1=O)N1CCC(CC1)CC(=O)N1CCNCC1)=O)=O 4-(2-(1-(2-(2,6-dioxopiperidin-3-yl)-1,3-dioxoisoindolin-4-yl)piperidin-4-yl)acetyl)piperazin